(3S,4S,6R)-3-hexyl-4-hydroxy-6-undecyl-2H-pyran-2-one C(CCCCC)C=1C(OC(=CC1O)CCCCCCCCCCC)=O